C(C)(C)(C)OC(=O)C=1C=CC(=NC1)NC1=C(N=NC(=C1)C1=C(C=CC=C1F)F)C(=O)O 4-((5-(tert-Butoxycarbonyl)pyridin-2-yl)amino)-6-(2,6-difluorophenyl)pyridazine-3-carboxylic acid